(Z)-4-(cyclopentylamino)-N'-(2-ethyl-4-hydroxyphenyl)-6-(4-hydroxyphenyl)pyrrolo[1,2-b]pyridazine-3-carboximidamide C1(CCCC1)NC=1C=2N(N=CC1/C(/N)=N/C1=C(C=C(C=C1)O)CC)C=C(C2)C2=CC=C(C=C2)O